tert-butyl N-(5-bromopyrazin-2-yl)-N-tert-butoxycarbonyl-carbamate BrC=1N=CC(=NC1)N(C(OC(C)(C)C)=O)C(=O)OC(C)(C)C